1-(4-bromo-1H-pyrrol-2-yl)ethanone BrC=1C=C(NC1)C(C)=O